(3-(methylsulfonyl)azetidin-1-yl)methanone CS(=O)(=O)C1CN(C1)C=O